xanthenylPhenol C1=CC=CC=2OC3=CC=CC=C3C(C12)C1=C(C=CC=C1)O